dioxo-molybdenum(vi) O=[Mo+2]=O